ClC=1C=C2C=C(NC2=CC1)C(=O)NNC(/C=C/C=1CN(C=CC1)CCCCCCC)=O (E)-3-(3-(2-(5-chloro-1H-indole-2-carbonyl)hydrazino)-3-oxoprop-1-en-1-yl)-1-heptylpyridine